ClC1=CC=C(C=C1)C1(CC1)C(=O)N1[C@@H](CC(CC1)(F)F)C(=O)N[C@H](C#C)CC(=O)N (2S)-1-[1-(4-Chlorophenyl)cyclopropanecarbonyl]-4,4-difluoro-N-[(1S)-1-(2-amino-2-oxo-ethyl)prop-2-ynyl]piperidine-2-carboxamide